4,4,4-trifluoro-1-[4-(5-fluoro-2-pyridinyl)-1-piperidinyl]butan-1-one FC(CCC(=O)N1CCC(CC1)C1=NC=C(C=C1)F)(F)F